ClC=1C(=C(C(=CC1N1C[C@H]([C@H](C1)OC)CN(C)C)F)S(=O)(=O)N(C1=NC(=CC=C1)F)CC1=C(C=C(C=C1)OC)OC)F 3-chloro-N-(2,4-dimethoxybenzyl)-4-((3R,4R)-3-((dimethylamino)methyl)-4-methoxypyrrolidin-1-yl)-2,6-difluoro-N-(6-fluoropyridin-2-yl)benzenesulfonamide